ClC1=C(C=C2C(=NN=C(C2=C1)N1CCN(CC1)C(C=C)=O)C1=C(C=CC=C1)C1CC1)C1=C(C=CC=C1O)F 1-(4-(7-chloro-4-(2-cyclopropylphenyl)-6-(2-fluoro-6-hydroxyphenyl)-1-phthalazinyl)-1-piperazinyl)-2-propen-1-one